N1C(=NC=C1)C(=O)O 1H-imidazole-2-carboxylic acid